4-(2-((3-fluorophenyl)sulfonyl)propan-2-yl)-N-(5-methyl-pyrazin-2-yl)piperidine-1-carboxamide FC=1C=C(C=CC1)S(=O)(=O)C(C)(C)C1CCN(CC1)C(=O)NC1=NC=C(N=C1)C